(1-(((2R,3S,4R,5R)-5-(5-chloro-7-(cyclopentylamino)-3H-[1,2,3]triazolo[4,5-d]pyrimidin-3-yl)-3,4-dihydroxytetrahydrofuran-2-yl)methoxy)-2-hydroxyethyl)phosphonic acid ClC=1N=C(C2=C(N1)N(N=N2)[C@H]2[C@@H]([C@@H]([C@H](O2)COC(CO)P(O)(O)=O)O)O)NC2CCCC2